(R)-2-(3-(5-(3-(1-(3-(1-methyl-4-(5-(pyridin-4-yl)-4H-1,2,4-triazol-3-yl)piperidin-4-ylamino)benzamido)ethyl)phenoxy)pentyloxy)propoxy)acetic acid CN1CCC(CC1)(C1=NN=C(N1)C1=CC=NC=C1)NC=1C=C(C(=O)N[C@H](C)C=2C=C(OCCCCCOCCCOCC(=O)O)C=CC2)C=CC1